phenyl glycolate C(CO)(=O)OC1=CC=CC=C1